2-[3-[2-[[(2R)-2-(hydroxymethyl)pyrrolidin-1-yl]methyl]-1H-indol-5-yl]phenyl]-4,4-dimethylcyclohex-2-en-1-one OC[C@@H]1N(CCC1)CC=1NC2=CC=C(C=C2C1)C=1C=C(C=CC1)C=1C(CCC(C1)(C)C)=O